3-(((2-Fluoro-4-(trifluoromethyl)benzyl)oxy)methyl)azetidine 2,2,2-trifluoroacetate FC(C(=O)O)(F)F.FC1=C(COCC2CNC2)C=CC(=C1)C(F)(F)F